CC(CCCCCCOC(CCO)OCCCCCCC(C)C)C 3,3-bis((7-methyloctyl)oxy)propan-1-ol